ClC1=C(N=C2N1CCCC2)C2=NC1=C(C=NC(=C1)C(F)(F)F)N2C 2-(3-chloro-5,6,7,8-tetrahydroimidazo[1,2-a]pyridin-2-yl)-3-methyl-6-(trifluoromethyl)imidazo-[4,5-c]pyridine